OCCNC=1N=CC2=C(N1)C(N(C(=C2)C=2C=C(C=CC2C)NC(C2=CC(=CC=C2)C(F)(F)F)=O)C)=O N-(3-(2-((2-hydroxyethyl)amino)-7-methyl-8-oxo-7,8-dihydropyrido[3,4-d]pyrimidin-6-yl)-4-methylphenyl)-3-(trifluoromethyl)benzamide